BrC1=CC(=C(C=C1)N1C(C(CC1)CC1=CC=C(C=C1)Cl)=O)Cl 11E-1-(4-bromo-2-chlorophenyl)-3-(4-chlorobenzyl)pyrrolidin-2-one